[Cs].[Sr] strontium-cesium